methyl (S)-3-(6-((5-isopropyl-1H-pyrazol-3-yl)amino)-1H-pyrazolo[3,4-b]pyrazin-1-yl)-2-methylpropanoate C(C)(C)C1=CC(=NN1)NC1=CN=C2C(=N1)N(N=C2)C[C@@H](C(=O)OC)C